(difluoro(2-(((3S,6S,10aS)-3-(3-fluoro-3-phenylazetidine-1-carbonyl)-5-oxodecahydropyrrolo[1,2-a]azocin-6-yl)carbamoyl)benzo[b]thiophen-5-yl)methyl)phosphonic acid FC(C1=CC2=C(SC(=C2)C(N[C@H]2CCCC[C@@H]3N(C2=O)[C@@H](CC3)C(=O)N3CC(C3)(C3=CC=CC=C3)F)=O)C=C1)(F)P(O)(O)=O